tert-butyl ((S)-1-cyclohexyl-2-((S)-4-(6-methoxy-1-methyl-1H-indole-2-carbonyl)-2-methylpiperazin-1-yl)-2-oxoethyl)carbamate C1(CCCCC1)[C@@H](C(=O)N1[C@H](CN(CC1)C(=O)C=1N(C2=CC(=CC=C2C1)OC)C)C)NC(OC(C)(C)C)=O